N-methyl-N-ethylmorpholinium imidazole salt N1C=NC=C1.C[N+]1(CCOCC1)CC